CC=1C(=NC=CN1)C1=NN2C(N=CC=C2)=C1 2-(3-methylpyrazin-2-yl)pyrazolo[1,5-a]pyrimidin